C(C1=CC=CC=C1)OC1(CCC1)C(=O)N(C)OC benzyloxy-N-methoxy-N-methyl-cyclobutanecarboxamide